3-{5-[4-(2-hydroxyethyl)piperidin-1-yl]-1-oxo-1,3-dihydro-2H-isoindol-2-yl}piperidine-2,6-dione OCCC1CCN(CC1)C=1C=C2CN(C(C2=CC1)=O)C1C(NC(CC1)=O)=O